NC1=C(C(=NN1[C@H]1C[C@H](CCC1)N(C(=O)N1N=CN=C1)C)C1=CC=C(C=C1)CNC(C1=C(C=CC(=C1)F)OC)=O)C(N)=O cis-N-(3-(5-amino-4-carbamoyl-3-(4-((5-fluoro-2-methoxybenzamido)methyl)phenyl)-1H-pyrazol-1-yl)cyclohexyl)-N-methyl-1H-1,2,4-triazole-1-carboxamide